(2RS)-2-[6-[2-(6-Amino-3-pyridyl)ethynyl]-7-methyl-1-oxo-isoindolin-2-yl]-2-(5-fluoro-2-hydroxy-phenyl)-N-(2-pyridyl)acetamide NC1=CC=C(C=N1)C#CC1=CC=C2CN(C(C2=C1C)=O)[C@@H](C(=O)NC1=NC=CC=C1)C1=C(C=CC(=C1)F)O |r|